1-(3-(6-chloro-3-(1H-imidazol-1-yl)-5-methoxy-1-methyl-1H-pyrrolo[3,2-b]pyridin-2-yl)-1H-1,2,4-triazol-5-yl)pyrrolidin-2-one ClC=1C=C2C(=NC1OC)C(=C(N2C)C2=NNC(=N2)N2C(CCC2)=O)N2C=NC=C2